FC=1C=C(CN2N=C(N=C2)C(=O)N[C@@H]2C(N(C=3N(CC2)N=C(C3)[C@H]3C(C3)(F)F)C)=O)C=CC1F 1-(3,4-difluorobenzyl)-N-((S)-2-((S)-2,2-difluorocyclopropyl)-4-methyl-5-oxo-5,6,7,8-tetrahydro-4H-pyrazolo[1,5-a][1,3]diazepin-6-yl)-1H-1,2,4-triazole-3-carboxamide